N-acetyl-3-(4'-aminophenyl)-2-methoxypropionic acid C(C)(=O)NC1=CC=C(C=C1)CC(C(=O)O)OC